4-amino-1-(3-fluoro-2-methylphenyl)-7-(trifluoromethyl)pyrido[2,3-d]pyrimidin-2(1H)-one NC=1C2=C(N(C(N1)=O)C1=C(C(=CC=C1)F)C)N=C(C=C2)C(F)(F)F